C[Bi]=N methylbismuthanimine